C(C)(C)C1=NOC(=N1)N1CCC(CC1)C(C)OC=1SC2=NC(=CC=C2N1)C1=CC=C(C=C1)S(=O)CCOC 3-isopropyl-5-(4-(1-((5-(4-((2-methoxyethyl)sulfinyl)phenyl)thiazolo[5,4-b]pyridin-2-yl)oxy)ethyl)piperidin-1-yl)-1,2,4-oxadiazol